C(=C)[Si](C=C[Si](C=C)(C=C)C=C)(C=C)C=C 1,2-bis(trivinylsilyl)ethene